2-hydroxyethyl 1-(4-(tert-butoxycarbonyl)benzyl)-4-oxo-4,5,6,7-tetrahydro-1H-indole-2-carboxylate C(C)(C)(C)OC(=O)C1=CC=C(CN2C(=CC=3C(CCCC23)=O)C(=O)OCCO)C=C1